ClC=1C=C(CC2CC(=NO2)CNC(=O)C2=NC=CC3=CC=CC=C23)C=CC1 5-(3-chlorobenzyl)-3-((isoquinoline-1-carboxamido)methyl)-4,5-dihydroisoxazole